FC(C1=CC=C(C=C1)S(=O)(=O)O)(F)F 4-(trifluoromethyl)benzenesulfonic acid